BrC1=CC=C(C=C1)C(C#C)(O)C1=CC=CC=C1 1-(4-bromophenyl)-1-phenylpropan-2-yn-1-ol